N-methoxy-N-methyl-5-((2,2,6,6-tetramethylpiperidin-1-yl)methyl)furan-2-carboxamide CON(C(=O)C=1OC(=CC1)CN1C(CCCC1(C)C)(C)C)C